COC(CCNC(C(=O)N)=O)OC N-dimethoxypropyloxalyl-diamine